(R)-1-(2,5-dichloropyridin-3-yl)ethyl (1-methyl-4-(6-methyl-5-(methylsulfonamido)pyridin-2-yl)-1H-1,2,3-triazol-5-yl)carbamate CN1N=NC(=C1NC(O[C@H](C)C=1C(=NC=C(C1)Cl)Cl)=O)C1=NC(=C(C=C1)NS(=O)(=O)C)C